ClC=1C=C2CCC[C@]3(C2=CC1)CN(C1=C(OC3)C=CC(=C1)C(=O)OC(C)(C)C)C[C@H]1[C@@H](CC1)\C=C/OC (S)-TERT-BUTYL 6'-CHLORO-5-(((1R,2R)-2-((Z)-2-METHOXYVINYL)CYCLOBUTYL)METHYL)-3',4,4',5-TETRAHYDRO-2H,2'H-SPIRO[BENZO[B][1,4]OXAZEPINE-3,1'-NAPHTHALENE]-7-CARBOXYLATE